(±)-(1S,2R,3R,5R)-3-amino-2-fluoro-1,5-dimethyl-8-azabicyclo[3.2.1]Octane-8-carboxylic acid tert-butyl ester C(C)(C)(C)OC(=O)N1[C@@]2([C@@H]([C@@H](C[C@]1(CC2)C)N)F)C |r|